C(CC=C)C1CCCCC(O1)=O 7-but-3-enyloxepan-2-one